2-(trifluoromethyl)-9H-carbazol-3-amine FC(C1=CC=2NC3=CC=CC=C3C2C=C1N)(F)F